CN(C1CCN(CC1)C=1C=C2C(NC(C2=CC1)=O)=O)C1CCNCC1 5-[4-[methyl-(piperidin-4-yl)amino]piperidin-1-yl]isoindole-1,3-dione